tert-butyl 2-(5-(3-((octylcarbamoyl)oxy)phenyl)pyridin-3-yl)-1H-pyrrole-1-carboxylate C(CCCCCCC)NC(=O)OC=1C=C(C=CC1)C=1C=C(C=NC1)C=1N(C=CC1)C(=O)OC(C)(C)C